2-(((5-Bromothiophen-2-yl)methyl)(methyl)amino)-N-(3,4-difluorobenzyl)acetamide BrC1=CC=C(S1)CN(CC(=O)NCC1=CC(=C(C=C1)F)F)C